ethylindole CCC1=CC2=CC=CC=C2N1